ClC1=C(C=NNC1=O)N1C[C@@H](CC1)OC1=NC=CC(=C1)N1CCC(CC1)CC#N (R)-2-(1-(2-((1-(5-chloro-6-oxo-1,6-dihydropyridazin-4-yl)pyrrolidin-3-yl)oxy)pyridin-4-yl)piperidin-4-yl)acetonitrile